[C@H]12CN(C[C@H](CC1)S2)C=2C1=C(N=C(N2)OC[C@]23CCCN3C[C@@H](C2)F)C(=C(N=C1)C1=CC(=CC2=CC=CC(=C12)CC)O)F 4-(4-((1R,5S)-8-thia-3-azabicyclo[3.2.1]octan-3-yl)-8-fluoro-2-(((2R,7aS)-2-fluorotetrahydro-1H-pyrrolizin-7a(5H)-yl)methoxy)pyrido[4,3-d]pyrimidin-7-yl)-5-ethylnaphthalen-2-ol